N[C@H](C1CCN(CC1)C([C@@H](CO)O)=O)C1=C(C=C(C(=C1)Cl)CF)O (2R)-1-[4-[(R)-amino[5-chloro-4-(fluoromethyl)-2-hydroxyphenyl]methyl]piperidin-1-yl]-2,3-dihydroxypropan-1-one